COC=1C=C(C=C2C(=NC=NC12)N[C@H](C)C=1N=NC(=CC1)C)C1=NC=C(C=N1)C 8-methoxy-N-[(1R)-1-(6-methylpyridazin-3-yl)ethyl]-6-(5-methylpyrimidin-2-yl)quinazolin-4-amine